2-amino-9-chloro-3-((2-(piperazin-1-yl)pyrimidin-5-yl)oxy)-10H-chromeno[3,2-b]pyridin-10-one hydrochloride Cl.NC1=C(C=C2C(=N1)C(C=1C(=CC=CC1O2)Cl)=O)OC=2C=NC(=NC2)N2CCNCC2